1,4,8,12-tetramethyl-1,4,8,12-tetraazacyclopentadecane CN1CCN(CCCN(CCCN(CCC1)C)C)C